ClC1=CC=C(S1)C(C(C)C)O (5-chloro-2-thienyl)-2-methyl-propan-1-ol